N1C=CC=2C1=NC=CC2C=2NC1=CC=C(C=C1C2)C(=O)N 2-(1H-pyrrolo[2,3-b]pyridin-4-yl)-1H-indole-5-carboxamide